C1(=CC=C(C=C1)\C=N\NC1=NC(=NC(=C1)C(F)(F)F)SCC#C)C1=CC=CC=C1 (E)-4-(2-([1,1'-biphenyl]-4-ylmethylene)hydrazino)-2-(prop-2-yn-1-ylthio)-6-(trifluoromethyl)pyrimidine